9-((2-oxaspiro[3.3]heptan-6-yl)amino)heptadecane C1OCC12CC(C2)NC(CCCCCCCC)CCCCCCCC